CO[C@H]1[C@@H](O[C@@H]([C@H]1O)CO)N1C=NC=2C(NC)=NC=NC12 2'-O-Methyl-N6-Methyladenosine